2-[6-(7-methyl-2,7-diaza-spiro[4.4]non-2-yl)-pyridazin-3-yl]-5-pyrazol-1-yl-phenol CN1CC2(CCN(C2)C2=CC=C(N=N2)C2=C(C=C(C=C2)N2N=CC=C2)O)CC1